(5-Cyanopyrimidin-2-yl)-2-{2-cyclopropyl-7-methyl-4-oxo-4H,5H-furo[2,3-d]pyridazin-5-yl}acetamide C(#N)C=1C=NC(=NC1)C(C(=O)N)N1N=C(C2=C(C1=O)C=C(O2)C2CC2)C